6-chlorobenzo[c]isoxazole ClC=1C=CC=2C(=NOC2)C1